C(C)C1(CCC=2N1C=NC2CC(=O)NC=2SC=CN2)C 2-(5-ethyl-5-methyl-6,7-dihydropyrrolo[1,2-c]imidazol-1-yl)-N-thiazol-2-yl-acetamide